F[C@@]1(C[C@H](N(C1)C(CNC(C1=CC(=C(C=C1)OC1=CC=CC=C1)C)=O)=O)C(=O)OCC1=CC=CC=C1)CF benzyl (2S,4R)-4-fluoro-4-(fluoromethyl)-1-((3-methyl-4-phenoxybenzoyl)glycyl)pyrrolidine-2-carboxylate